methyl (E)-4-(7-((5,6,7,8-tetrahydro-1,8-naphthyridin-2-yl)oxy)-2-azaspiro[3.5]nonane-2-yl)but-2-enoate N1=C(C=CC=2CCCNC12)OC1CCC2(CN(C2)C/C=C/C(=O)OC)CC1